3,5-dimethyl-1-cyclopentylmethyl acrylate C(C=C)(=O)OCC1CC(CC1C)C